CC=1C=C(C=C(C1)C)C1=[N+](C=CN=C1C1=CC(=CC(=C1)C)C)[O-] 2,3-bis(3,5-dimethylphenyl)pyrazin-1-oxide